(R)-2-amino-4-hydroxybutyric acid N[C@@H](C(=O)O)CCO